C(C)OC(C1=CN=C(C=C1N1C[C@@](CC1)(C)NC(=O)OC(C)(C)C)Cl)=O (S)-4-(3-((tert-butoxycarbonyl)amino)-3-methylpyrrolidin-1-yl)-6-chloronicotinic acid ethyl ester